C1(CCCC1)N1C(C(N(CC1)CC1=C(C=C(C=C1)C1=CN=CS1)F)=O)=O 1-cyclopentyl-4-(2-fluoro-4-(thiazol-5-yl)benzyl)piperazine-2,3-dione